NCCP(OC)(OC)=O dimethyl (2-aminoethyl)phosphonate